(S)-3-(4-(4,4,5,5-tetramethyl-1,3,2-dioxaborolan-2-yl)-1H-pyrazol-1-yl)pyrrolidine CC1(OB(OC1(C)C)C=1C=NN(C1)[C@@H]1CNCC1)C